2-((((9H-Fluoren-9-yl)methoxy)carbonyl)(methyl)amino)-3-(2-fluorophenyl)propanoic acid C1=CC=CC=2C3=CC=CC=C3C(C12)COC(=O)N(C(C(=O)O)CC1=C(C=CC=C1)F)C